4-bromo-2-(1-piperazinyl)benzothiazole lutetium-yttrium silicate [Si]([O-])([O-])([O-])[O-].[Y+3].[Lu+3].BrC1=CC=CC2=C1N=C(S2)N2CCNCC2